benzyl (2R)-4-[6-bromo-2-chloro-3-[(1-methylpyrazol-4-yl)methyl]-4-oxo-quinazolin-8-yl]-2-methyl-piperazine-1-carboxylate BrC=1C=C2C(N(C(=NC2=C(C1)N1C[C@H](N(CC1)C(=O)OCC1=CC=CC=C1)C)Cl)CC=1C=NN(C1)C)=O